2,3-dimyristoyl-sn-glycerol C(CCCCCCCCCCCCC)(=O)O[C@H](CO)COC(CCCCCCCCCCCCC)=O